N-(3-((1s,3s)-3-(cyanomethyl)-1-(4-methyl-4H-1,2,4-triazol-3-yl)cyclobutyl)phenyl)-7-(((1-methylcyclopropyl)amino)methyl)-1H-pyrrolo[3,2-b]pyridine-5-carboxamide C(#N)CC1CC(C1)(C1=NN=CN1C)C=1C=C(C=CC1)NC(=O)C1=CC(=C2C(=N1)C=CN2)CNC2(CC2)C